5-[[2-[(2S,5S)-5-methyl-2-(6-oxo-1H-pyridin-3-yl)-1-piperidyl]-2-oxo-acetyl]amino]pyridine-3-carboxamide C[C@H]1CC[C@H](N(C1)C(C(=O)NC=1C=C(C=NC1)C(=O)N)=O)C1=CNC(C=C1)=O